trans-4-(((trans-4-(3-Cyano-4-methoxyphenyl)cyclohexyl)methyl)(4-(1-isopropyl-1H-pyrazol-4-yl)pyridin-2-yl)carbamoyl)cyclohexyl 3-hydroxyazetidine-1-carboxylate OC1CN(C1)C(=O)O[C@@H]1CC[C@H](CC1)C(N(C1=NC=CC(=C1)C=1C=NN(C1)C(C)C)C[C@@H]1CC[C@H](CC1)C1=CC(=C(C=C1)OC)C#N)=O